(2S,3R)-1-[4-[1-(azetidin-3-yl)pyrazol-4-yl]-5-methoxy-6-(trifluoromethyl)pyrimidin-2-yl]-2-methyl-azetidin-3-ol N1CC(C1)N1N=CC(=C1)C1=NC(=NC(=C1OC)C(F)(F)F)N1[C@H]([C@@H](C1)O)C